COC1=CC=C(C=C1)NCC(=O)C1=CC=C(C=C1)C1=NOC(=N1)C(F)(F)F 2-((4-methoxyphenyl)amino)-1-(4-(5-(trifluoromethyl)-1,2,4-oxadiazol-3-yl)phenyl)ethan-1-one